1-(1-(((tert-butyldiphenylsilyl)oxy)methyl)-2,2-difluorocyclopropyl)-N,N-dimethylethan-1-amine [Si](C1=CC=CC=C1)(C1=CC=CC=C1)(C(C)(C)C)OCC1(C(C1)(F)F)C(C)N(C)C